1-methyl-2-({5-[5-(trifluoromethyl)-1,2,4-oxadiazol-3-yl]pyridin-2-yl}methoxy)-1H-benzimidazole CN1C(=NC2=C1C=CC=C2)OCC2=NC=C(C=C2)C2=NOC(=N2)C(F)(F)F